4-(4-{[trans-4-{[4-(pentafluoro-λ6-sulfanyl)phenyl]amino}cyclohexyl]sulfonyl}phenyl)thiophene-2-carboxamide FS(C1=CC=C(C=C1)N[C@@H]1CC[C@H](CC1)S(=O)(=O)C1=CC=C(C=C1)C=1C=C(SC1)C(=O)N)(F)(F)(F)F